1,4-dimethyloctyl-benzene CC(CCC(CCCC)C)C1=CC=CC=C1